FC(C1=C(N=NC(=C1C(F)F)NC1CC(C1)(C)O)C1=C(C=C(C=C1)C#C)O)F (4,5-bis(difluoromethyl)-6-(((cis)-3-hydroxy-3-methylcyclobutyl)amino)pyridazin-3-yl)-5-ethynylphenol